C1(CC1)S(=O)(=O)NC=1SC=C(N1)C(C(=O)NC1=CC=C(C=C1)C1=NC(=CN=C1)C#C)CC 2-(2-(cyclopropanesulfonylamino)thiazol-4-yl)-N-(4-(6-ethynylpyrazin-2-yl)phenyl)butanamide